N1(CCCC1)S(=O)(=O)C=1C=C(C(=O)N2CC3(C4=CC(=CC=C24)NS(=O)(=O)C)CCCCC3)C=CC1 N-(1'-(3-(pyrrolidin-1-ylsulfonyl)benzoyl)spiro[cyclohexane-1,3'-indolin]-5'-yl)methanesulfonamide